(S)-2-((((9H-fluoren-9-yl)methoxy)carbonyl)amino)-2-methyl-4-oxobutanoic acid C1=CC=CC=2C3=CC=CC=C3C(C12)COC(=O)N[C@](C(=O)O)(CC=O)C